C1=CC=C(C=C1)CON O-benzylhydroxylamine